17-oxo-20-({(2R)-2,5,7,8-tetramethyl-2-[(4R,8R)-4,8,12-trimethyltridecyl]-3,4-dihydro-2H-chromen-6-yl}oxy)-4,7,10,13-tetraoxa-16-azaicosan-1-oic acid O=C(NCCOCCOCCOCCOCCC(=O)O)CCCOC=1C(=C2CC[C@](OC2=C(C1C)C)(CCC[C@@H](CCC[C@@H](CCCC(C)C)C)C)C)C